tert-butyl [3-(hydroxymethyl)bicyclo[1.1.1]pent-1-yl]carbamate OCC12CC(C1)(C2)NC(OC(C)(C)C)=O